ClC=1C(=NC=2CN(CCC2C1)CC1=NC2=C(N1C[C@H]1OCC1)C=C(C=C2)C(=O)OC)OCC2=CC=CC=1OC(OC12)(F)F methyl 2-({3-chloro-2-[(2,2-difluoro-2H-1,3-benzodioxol-4-yl) methoxy]-5,6,7,8-tetrahydro-1,7-naphthyridin-7-yl} methyl)-1-{[(2S)-oxetan-2-yl] methyl}-1H-1,3-benzodiazole-6-carboxylate